N-(3-(3-aminophenyl)prop-2-yn-1-yl)-2-(2,4-bis(trifluoromethyl)phenyl)-N-(4-fluorophenyl)acetamide NC=1C=C(C=CC1)C#CCN(C(CC1=C(C=C(C=C1)C(F)(F)F)C(F)(F)F)=O)C1=CC=C(C=C1)F